[Co].C(C)(C)(C)C=1N=C(OC1)C1(NC(=CC=C1)C=1OC=C(N1)C(C)(C)C)Cl [2,6-bis[4-(S)-tert-butyl-2-oxazolyl]-2-chloropyridine] cobalt